ClC1=CC(=CC=C1)CI 1-chloro-3-(iodomethyl)benzene